OC1=C(C=C(C=C1C(=O)NC1=C(C=CC=C1)S(=O)(=O)O)O)CC(=O)O (2,5-dihydroxy-3-(2-sulfophenylaminocarbonyl)phenyl)acetic acid